tert-butyl 4-(3-oxo-2,3-dihydro-[1,2,4]triazolo[4,3-a]pyridin-7-yl)piperazine-1-carboxylate O=C1NN=C2N1C=CC(=C2)N2CCN(CC2)C(=O)OC(C)(C)C